C1(CCCCC1)NC(=O)C=1N=C(OC1)C1=CC=C(C=C1)C(F)(F)F N-Cyclohexyl-2-(4-(trifluoromethyl)phenyl)oxazole-4-carboxamide